[S].CN methylamine sulfur